(S)-N-(1-((5-(N-(tert-butyl)sulfamoyl)naphthalen-1-yl)amino)-1-oxo-3-(tetrahydro-2H-pyran-4-yl)propan-2-yl)-4-fluorobenzamide C(C)(C)(C)NS(=O)(=O)C1=C2C=CC=C(C2=CC=C1)NC([C@H](CC1CCOCC1)NC(C1=CC=C(C=C1)F)=O)=O